C12(CCC(CC1)(C2)CO)CO bicyclo[2.2.1]heptane-1,4-diyl-dimethanol